N[C@@H]1[C@@H](OCC12CCN(CC2)C=2NC(C1=C(N2)NN=C1C1(CC1)C1=CC=C(C#N)C=C1)=O)C 4-(1-(6-((3s,4s)-4-amino-3-methyl-2-oxa-8-azaspiro[4.5]decan-8-yl)-4-oxo-4,5-dihydro-1H-pyrazolo[3,4-d]pyrimidin-3-yl)cyclopropyl)benzonitrile